CS(=O)(=O)N1CCCC1 1-(methylsulfonyl)pyrrolidin